[3-(2-propyl) phenyliminopropyl] acetate C(C)(=O)OCCC=NC1=CC(=CC=C1)C(C)C